tert-butyl 6-(2-methoxybenzyl)-5-oxo-1,4,5,6-tetrahydropyrido[3,4-c][1,8]naphthyridine-3(2H)-carboxylate COC1=C(CN2C(C3=C(C=4C=CC=NC24)CCN(C3)C(=O)OC(C)(C)C)=O)C=CC=C1